β-Phenyl-1,N2-etheno-8-propylthio-guanosine C1(=CC=CC=C1)C(CSC=1N([C@H]2[C@H](O)[C@H](O)[C@@H](CO)O2)C=2N=C3N(C(C2N1)=O)C=CN3)C